1-(5-((4-amino-2-butoxyimidazo[2,1-f][1,2,4]triazin-7-yl)methyl)pyridin-2-yl)-N1,N2,N2-trimethylethane-1,2-diamine NC1=NC(=NN2C1=NC=C2CC=2C=CC(=NC2)C(CN(C)C)NC)OCCCC